BrC=1C=C(C=NC1OC)C=1OC=CN1 2-(5-bromo-6-methoxypyridin-3-yl)oxazole